BrC1=CC(=CC(=C1)Br)Br 1,3,5-Tribromobenzene